C(CCCCCCC\C=C/CCCCCCCC)(=O)OC(CCCCCCC\C=C/CCCCCCCC)=O oleic acid anhydride